ClC1=C(C(=CC=C1)Cl)N1C=2N(C3=C(C1=O)C=NC(=N3)NC3=CC=C(C=C3)N3CCN(CC3)C(C)C)C=CN2 6-(2,6-dichlorophenyl)-2-({4-[4-(propan-2-yl)piperazin-1-yl]phenyl}amino)imidazo[1,2-a]pyrimido[5,4-e]pyrimidin-5(6H)-one